[Cl-].CN(C=1C=CC2=NC3=CC=C(C=C3[S+]=C2C1)N(C)C)C 3-(Dimethylamino)-7-(Dimethylamino)phenothiazin-5-ium chloride